1-(5-(trifluoromethyl)-1H-indol-2-yl)naphthalene-2-ol FC(C=1C=C2C=C(NC2=CC1)C1=C(C=CC2=CC=CC=C12)O)(F)F